N-{5-[2-(3-Aminopropoxy)-4-methoxypyridin-3-yl]-1H-pyrazole-3-yl}-5-(trifluoromethyl)pyrazine-2-amine NCCCOC1=NC=CC(=C1C1=CC(=NN1)NC1=NC=C(N=C1)C(F)(F)F)OC